C(C1=CC=CC=C1)N1C=C(C=CC1=O)[C@H](CC(=O)OCC)N1N=C(C=C1)CCCC1=NC=2NCCCC2C=C1 ethyl (S)-3-(1-benzyl-6-oxo-1,6-dihydropyridin-3-yl)-3-(3-(3-(5,6,7,8-tetrahydro-1,8-naphthyridin-2-yl)propyl)-1H-pyrazol-1-yl)propanoate